1-cyclopropyl-2-(2,4-dichloropyrimidin-5-yl)-1H-benzo[d]imidazole-6-carbonitrile C1(CC1)N1C(=NC2=C1C=C(C=C2)C#N)C=2C(=NC(=NC2)Cl)Cl